Methyl 2-(2-hydroxy-5-methoxyphenyl)-2H-benzotriazole-5-carboxylate OC1=C(C=C(C=C1)OC)N1N=C2C(=N1)C=CC(=C2)C(=O)OC